3-(tert-butyldithio)propanoic acid C(C)(C)(C)SSCCC(=O)O